tert-butyl N-[(3R)-8-fluoro-5-[(4-fluorophenyl)methyl]-4-oxo-7-[5-(1,2,2,2-tetrafluoro-1-methoxy-ethyl)-1,2,4-oxadiazol-3-yl]-2,3-dihydro-1λ4,5-benzothiazepin-3-yl]carbamate FC1=CC2=C(N(C([C@H](C[SH2]2)NC(OC(C)(C)C)=O)=O)CC2=CC=C(C=C2)F)C=C1C1=NOC(=N1)C(C(F)(F)F)(OC)F